5-fluoro-4-iodo-1H-pyrrolo[2,3-b]pyridine FC=1C(=C2C(=NC1)NC=C2)I